CN1C=NC2=C1C=C(C=C2)CC(C(=O)OCC)C(C)=O ethyl 2-((1-methyl-1H-benzo[d]imidazol-6-yl) methyl)-3-oxobutyrate